p-xylene-4-sulfonic acid C1(=CCC(C=C1)(C)S(=O)(=O)O)C